7-difluoromethyl-5-(3,4-dimethylphenyl)-2-methylpyrazolo[1,5-a]pyrimidine-3-carboxylic acid FC(C1=CC(=NC=2N1N=C(C2C(=O)O)C)C2=CC(=C(C=C2)C)C)F